1-(1-(2,4-bis(trifluoromethyl)phenyl)ethyl)-4-iodo-1H-pyrazole FC(C1=C(C=CC(=C1)C(F)(F)F)C(C)N1N=CC(=C1)I)(F)F